FC1=CC=C(C=C1)CNC1=NN(C=C1)C N-[(4-fluorophenyl)methyl]-1-methyl-1H-pyrazole-3-amine